2,2,2-trichloroethyloxycarbamate ClC(CONC([O-])=O)(Cl)Cl